6-(4-fluorophenyl)pyridine-4-carboxylate FC1=CC=C(C=C1)C1=CC(=CC=N1)C(=O)[O-]